4-{1-[(1R)-1-(4-chlorophenyl)-2-[(5-chloropyridin-2-yl)methyl]-7-fluoro-1-methoxy-3-oxo-2,3-dihydro-1H-isoindol-5-yl]-1-hydroxyethyl}-1λ6-thiacyclohexane-1,1-dione ClC1=CC=C(C=C1)[C@@]1(N(C(C2=CC(=CC(=C12)F)C(C)(O)C1CCS(CC1)(=O)=O)=O)CC1=NC=C(C=C1)Cl)OC